Cl.C1(CCCCC1)=O cyclohexan-1-one hydrochloride